BrC1=CC=C2C(C=C(N(C2=C1)C(C)C)C1OCCO1)=O 7-bromo-2-(1,3-dioxolan-2-yl)-1-isopropylquinolin-4(1H)-one